dimethyl-2,4,6-trimethylbenzoylphosphine oxide CP(C(C1=C(C=C(C=C1C)C)C)=O)(C)=O